CC=1SC=C(N1)CCC(=O)O 3-(2-methylthiazol-4-yl)propionic acid